ClC=1C(=NC=CC1C(O)C1=NC=C(N=C1Cl)Cl)NCC1=CC=C(C=C1)OC (3-chloro-2-(4-methoxybenzylamino)pyridin-4-yl)(3,5-dichloropyrazin-2-yl)methanol